4-(1-(2-(6-(Trifluoromethyl)imidazo[1,2-a]pyrazin-3-yl)pyrimidin-4-yl)piperidin-3-yl)piperazin-2-one FC(C=1N=CC=2N(C1)C(=CN2)C2=NC=CC(=N2)N2CC(CCC2)N2CC(NCC2)=O)(F)F